1-cyclopropyl-6-fluoro-7-(4-(4-(5-methyl-1,2,4-oxadiazol-3-yl)benzyl)piperazin-1-yl)-4-oxo-1,4-dihydroquinoline-3-carboxylic acid C1(CC1)N1C=C(C(C2=CC(=C(C=C12)N1CCN(CC1)CC1=CC=C(C=C1)C1=NOC(=N1)C)F)=O)C(=O)O